1-(11Z-octadecenoyl)-2-(8Z,11Z,14Z-eicosatrienoyl)-sn-glycero-3-phosphocholine CCCCCC/C=C\CCCCCCCCCC(=O)OC[C@H](COP(=O)([O-])OCC[N+](C)(C)C)OC(=O)CCCCCC/C=C\C/C=C\C/C=C\CCCCC